OCCN(C1=C2C(=NC=C1)N(N=C2CNC(C=C)=O)C2=CC=C(C=C2)OC(F)(F)F)C N-[[4-[2-hydroxyethyl(methyl)amino]-1-[4-(trifluoromethoxy)phenyl]pyrazolo[3,4-b]pyridin-3-yl]methyl]prop-2-enamide